Cl.C1(CC1)C=1C=C(OCCCCC=2C=CC3=C(NC(=N3)C(=O)N3CCNCC3)C2)C=CC1 (6-(4-(3-cyclopropylphenoxy)butyl)-1H-benzo[d]imidazol-2-yl)(piperazin-1-yl)methanone hydrochloride